CC(CCCCCC)=O octaneOne